N=1C=C(N2C1C=CC=C2)C(=O)N2CC(CCC2)=CCC2=CC(=CC=C2)C(F)(F)F imidazo[1,2-a]pyridin-3-yl(3-(2-(3-(trifluoromethyl)phenyl)ethylidene)piperidin-1-yl)methanone